C(CC(O)(C(=O)O)CC(=O)O)(=O)O.FC1=CC=C(S1)CC[C@@]1(CN(CC1)C(C)(C)C=1C=NC(=CC1)C)CNC(=O)NC1=CC=CC=C1 |o1:21| (S or R)-1-((3-(2-(5-fluoro-thiophen-2-yl)ethyl)-1-(2-(6-methylpyridin-3-yl)propan-2-yl)pyrrolidin-3-yl)methyl)-3-phenylurea citrate